CC1=C(C2=C(N1C(=O)C3=CC=C(C=C3)Cl)C=CC(=C2)OC)CC(=O)OCC(=O)O The molecule is a carboxylic ester that is the carboxymethyl ester of indometacin. A non-steroidal anti-inflammatory drug, it is used in the treatment of rheumatoid arthritis, osteoarthritis, and low back pain, as well as for postoperative pain and inflammation. Its activity is due to both acemetacin and its major metabolite, indometacin. It has a role as a prodrug, an EC 1.14.99.1 (prostaglandin-endoperoxide synthase) inhibitor, a non-steroidal anti-inflammatory drug and a non-narcotic analgesic. It is a N-acylindole, a monocarboxylic acid, a carboxylic ester, an indol-3-yl carboxylic acid and a member of monochlorobenzenes. It derives from an indometacin.